[3-(difluoromethyl)-1-[4-(hydroxymethyl)cyclohexyl]Pyrazol-4-yl]-5-[(1R,4R)-2-oxa-5-azabicyclo[2.2.1]Hept-5-yl]Pyrazolo[1,5-a]Pyrimidine-3-carboxamide FC(C1=NN(C=C1C1=NN2C(N=C(C=C2)N2[C@H]3CO[C@@H](C2)C3)=C1C(=O)N)C1CCC(CC1)CO)F